C(#N)C1CC(N(CC1)C=1N=C2C(=NC1)N=C(S2)NC(OC(C)(C)C)=O)=O tert-butyl (6-(4-cyano-2-oxopiperidin-1-yl)thiazolo[4,5-b]pyrazin-2-yl)carbamate